NCC1=CC=C(CNS(=O)(=O)C=2C=NN(C2)CC=2N=C3N(C=C(C=C3)C3CC3)C2)C=C1 N-(4-(aminomethyl)benzyl)-1-((6-cyclopropylimidazo[1,2-a]pyridin-2-yl)methyl)-1H-pyrazole-4-sulfonamide